NC1=C(C=CC(=C1)C(=O)OC)C(=O)OC dimethyl 2-aminobenzene-1,4-dicarboxylate